C(=O)([O-])OC(=O)[O-].[SiH3][Co+2]C1C=CC=C1 silylcyclopentadienyl-cobalt dicarbonate